4-amino-2-chloro-6-(4-chloro-2-fluorophenyl)pyrimidine-5-carbaldehyde NC1=NC(=NC(=C1C=O)C1=C(C=C(C=C1)Cl)F)Cl